benzonitrile tert-butyl-(9aS)-3-(3-cyano-4-fluorophenyl)hexahydropyrazino[2,1-c][1,4]oxazine-8(1H)-carboxylate C(C)(C)(C)OC(=O)N1C[C@H]2COC(CN2CC1)C1=CC(=C(C=C1)F)C#N.C(C1=CC=CC=C1)#N